difluoro-5-azaspiro[2.4]heptane-5-carboxylate FC1(CC12CN(CC2)C(=O)[O-])F